4-(4-((1R,5S)-3,8-diazabicyclo[3.2.1]octan-3-yl)-8-fluoro-2-(((2R,7aS)-2-fluorotetrahydro-1H-pyrrolizin-7a(5H)-yl)methoxy)-1,6-naphthyridin-7-yl)-5,6-difluoronaphthalen-2-ol [C@H]12CN(C[C@H](CC1)N2)C2=CC(=NC1=C(C(=NC=C21)C2=CC(=CC1=CC=C(C(=C21)F)F)O)F)OC[C@]21CCCN1C[C@@H](C2)F